N-(4-(1-(2-hydroxy-2-methylpropanoyl)piperidin-4-yl)phenyl)-4,6-dihydro-5H-pyrrolo[3,4-d]thiazole-5-carboxamide OC(C(=O)N1CCC(CC1)C1=CC=C(C=C1)NC(=O)N1CC=2N=CSC2C1)(C)C